5-[4-amino-5-(trifluoromethyl)pyrrolo[2,1-f][1,2,4]triazin-7-yl]-N-[(3R,4S)-4-fluoro-1-(5-fluoropyridine-2-carbonyl)pyrrolidin-3-yl]-2-methylbenzamide NC1=NC=NN2C1=C(C=C2C=2C=CC(=C(C(=O)N[C@@H]1CN(C[C@@H]1F)C(=O)C1=NC=C(C=C1)F)C2)C)C(F)(F)F